1'-phenyl-1',3'-dihydrospiro[cyclohexane-1,2'-cyclopenta[a]naphthalene]-2,6-dione C1(=CC=CC=C1)C1C2(CC=3C1=C1C=CC=CC1=CC3)C(CCCC2=O)=O